5-bromo-2-[(propan-2-yl)oxy]benzene-1-sulfonamide BrC=1C=CC(=C(C1)S(=O)(=O)N)OC(C)C